1-(4-ethylpyrimidin-2-yl)piperidin-4-one C(C)C1=NC(=NC=C1)N1CCC(CC1)=O